FC(CNC(=O)C=1C=NN2C1C=C(C=C2)C2=CNC=1N=C(N=CC12)NC1CCOCC1)(C)C N-(2-fluoro-2-methylpropyl)-5-(2-((tetrahydro-2H-pyran-4-yl)amino)-7H-pyrrolo[2,3-d]pyrimidin-5-yl)pyrazolo[1,5-a]pyridine-3-carboxamide